NC1=C(C=C(C(=N1)F)C1=NC(=C(C=C1)C1CCOCC1)CN1CCC1)C=1C=C2CCNC(C2=CC1F)=O 6-(6'-amino-6-(azetidin-1-ylmethyl)-2'-fluoro-5-(tetrahydro-2H-pyran-4-yl)-[2,3'-bipyridin]-5'-yl)-7-fluoro-3,4-dihydroisoquinolin-1(2H)-one